FC=1C=C(C=C(C1OC)OC)C12CCN(C2CC(CC1)=O)C 3a-(3-fluoro-4,5-dimethoxy-phenyl)-1-methyl-2,3,4,5,7,7a-hexahydroindol-6-one